(S)-1-Boc-2-methyl-piperazine C(=O)(OC(C)(C)C)N1[C@H](CNCC1)C